C(#N)C=1C=NN2C1C(=CC(=C2)O)C=2C=CC(=NC2)N2CCC(CC2)(C)C=2C(=C(C(=O)N)C=C(C2)F)C (1-(5-(3-cyano-6-hydroxypyrazolo[1,5-a]pyridin-4-yl)pyridin-2-yl)-4-methylpiperidin-4-yl)-5-fluoro-2-methylbenzamide